1'-[2-(4-methanesulfonyl-phenoxy)ethyl]-1-methyl-1,2-dihydrospiro[indole-3,4'-piperidin]-2-one CS(=O)(=O)C1=CC=C(OCCN2CCC3(CC2)C(N(C2=CC=CC=C23)C)=O)C=C1